COC(=O)C1=CC2=C(S1)C=CS2 Thieno[3,2-b]thiophene-2-carboxylic acid methyl ester